C12CNCC2C1OC(NC=1N=CC2=CC(=C(C=C2C1)C1=C(C2=C(OCCN2)N=C1)C)F)=O 3-Azabicyclo[3.1.0]hexan-6-yl-(7-fluoro-6-(8-methyl-2,3-dihydro-1H-pyrido[2,3-b][1,4]oxazin-7-yl)isochinolin-3-yl)carbamat